[Zn].B(O)O boronic acid zinc